C(CCCCCCCCCCCCCCCCC)OC(C(C(=O)OCCCCCCCCCCCCCCCCCC)CC1=CC(=C(C(=C1)C)O)C(C)(C)C)=O di-octadecyl-2-(3-tert-butyl-4-hydroxy-5-methyl benzyl)malonate